(3aR,5s,6aS)-N-(3-methoxy-1,2,4-thiadiazol-5-yl)-5-(methyl(7H-pyrrolo[2,3-d]pyrimidin-4-yl)amino)hexahydrocyclopenta[c]pyrrole-2(1H)-carboxamide hydrogen sulfate S(=O)(=O)(O)O.COC1=NSC(=N1)NC(=O)N1C[C@@H]2[C@H](C1)CC(C2)N(C=2C1=C(N=CN2)NC=C1)C